FC=1C=C2C(=C(NC2=C(C1)F)C1=CC=C(C=C1)F)C1=NN=C(O1)N[C@H]1C(NC[C@@H]1O)=O |r| rac-(3R,4S)-3-({5-[5,7-difluoro-2-(4-fluorophenyl)-1H-indol-3-yl]-1,3,4-oxadiazol-2-yl}amino)-4-hydroxypyrrolidin-2-one